[(Z)-4-[tert-butyl(diphenyl)silyl]oxy-2-fluoro-but-2-enyl] ethanesulfonate C(C)S(=O)(=O)OC/C(=C/CO[Si](C1=CC=CC=C1)(C1=CC=CC=C1)C(C)(C)C)/F